O1C(OCC1)=O 1,3-dioxolidin-2-one